(S)-tert-butyl 4-((2-(3-(3-((R)-fluoro(4-methyl-4H-1,2,4-triazol-3-yl)methyl)oxetan-3-yl)phenyl)-3-oxo-7-(trifluoromethyl)isoindolin-5-yl)methyl)-3-isopropylpiperazine-1-carboxylate F[C@H](C1(COC1)C=1C=C(C=CC1)N1CC2=C(C=C(C=C2C1=O)CN1[C@H](CN(CC1)C(=O)OC(C)(C)C)C(C)C)C(F)(F)F)C1=NN=CN1C